CN1CCN(CC1)C1=C(C=C(C=C1)B1OC(C(O1)(C)C)(C)C)NC(C=C)=O N-(2-(4-methylpiperazin-1-yl)-5-(4,4,5,5-tetramethyl-1,3,2-dioxaborolan-2-yl)phenyl)acrylamide